bis(tert-butylphosphine) palladium (0) [Pd].C(C)(C)(C)P.C(C)(C)(C)P